ethyl [6-chloro-4-(1-hydroxyethyl)-1H-benzimidazol-2-yl]acetate ClC=1C=C(C2=C(NC(=N2)CC(=O)OCC)C1)C(C)O